gallium(III) tris[(hydroxyphenyl)phenylimidazopyridinol] OC1=C(C=CC=C1)C=1C(=NC2=C(C1)NC(=N2)O)C2=CC=CC=C2.OC2=C(C=CC=C2)C=2C(=NC1=C(C2)NC(=N1)O)C1=CC=CC=C1.OC1=C(C=CC=C1)C=1C(=NC2=C(C1)NC(=N2)O)C2=CC=CC=C2.[Ga+3]